(S)-5-(3-(6,7-dihydro-5H-cyclopenta[b]pyridin-4-yl)phenyl)-5-ethyl-8,8-dimethyl-5,8,9,10-tetrahydrobenzo[b][1,8]naphthyridin-6(7H)-one N1=C2C(=C(C=C1)C=1C=C(C=CC1)[C@@]1(C3=C(NC=4N=CC=CC14)CC(CC3=O)(C)C)CC)CCC2